C(C)(=O)N[C@@H]1C(N[C@H](C(N[C@@H](CCCCNC(C1)=O)C(=O)N[C@H](C(=O)C=1SC2=C(N1)C=CC=C2)CCCNC(=N)N)=O)CCC(=O)N)=O (3S,6S,14S)-6-acetamido-3-(3-amino-3-oxopropyl)-N-((S)-1-(benzo[d]thiazol-2-yl)-5-guanidino-1-oxopentan-2-yl)-2,5,8-trioxo-1,4,9-triazacyclotetradecane-14-carboxamide